CN1C(C(=CC=C1)C(=O)N)=O 1-methyl-2-oxo-1,2-dihydropyridine-3-carboxamide